3,5-dimethyl-4-hydroxyphenylpropane CC=1C=C(C=C(C1O)C)CCC